1-(2,3-dihydrobenzo[1,4]dioxin-2-ylmethyl)-3-ethoxymethyl-3-methylpiperidine O1C(COC2=C1C=CC=C2)CN2CC(CCC2)(C)COCC